C[C@](N)(CC(N)=O)C(=O)O α-methyl-Asparagine